BrC=1C=C(C2=CN(N=C2C1CC)[C@H](C(=O)[C@H]1N(C[C@@H](C1)F)C(=O)OC(C)(C)C)C(=O)OCC)Cl |&1:12| rac-tert-butyl (2S,4R)-2-(2-(6-bromo-4-chloro-7-ethyl-2H-indazol-2-yl)-3-ethoxy-3-oxopropanoyl)-4-fluoropyrrolidine-1-carboxylate